C(C1=CC=CC=C1)C(C(=O)NC=1C(=NC2=C(C=CC=C2C1)F)C)(CC1(CC1)C)C 2-benzyl-N-(8-fluoro-2-methyl-3-quinolyl)-2-methyl-3-(1-methylcyclopropyl)propanamide